C(C1=CC=CC=C1)(=O)C12C(=C(C(C1)C2)C2=CC=CC=C2)CS(=O)(=O)NCC2=CC=CC=C2 1-benzoyl-3-phenylbicyclo[2.1.1]hex-2-ene-2-yl-N-benzyl-methanesulfonamide